3-cyclobutyl-4-[4-(methoxymethyl)piperidin-1-yl]-N-[2-(morpholin-4-yl)ethanesulfonyl]-1-phenyl-1H-pyrazolo[3,4-b]pyridine-6-carboxamide C1(CCC1)C1=NN(C2=NC(=CC(=C21)N2CCC(CC2)COC)C(=O)NS(=O)(=O)CCN2CCOCC2)C2=CC=CC=C2